(1S,2S)-N-(6-(5-chloro-6-fluoro-7-(1-(methylthio)ethyl)-1H-indazol-4-yl)imidazo[1,2-a]pyridin-2-yl)-2-fluorocyclopropane-1-carboxamide ClC=1C(=C2C=NNC2=C(C1F)C(C)SC)C=1C=CC=2N(C1)C=C(N2)NC(=O)[C@H]2[C@H](C2)F